1-((1H-benzimidazol-1-yl)methoxy)pyrrolidine-2,5-dione N1(C=NC2=C1C=CC=C2)CON2C(CCC2=O)=O